ClC1=CC(=C(C=C1)C1=NN2C([C@H](N([C@H](C2)C)C(=O)OC(C)(C)C)C)=C1)F |&1:11| tert-butyl (4RS,6S)-2-(4-chloro-2-fluorophenyl)-4,6-dimethyl-6,7-dihydropyrazolo[1,5-a]pyrazine-5(4H)-carboxylate